((7-Fluoroquinoxalin-6-yl)methyl)-4-(4,7-diazaspiro[2.5]octan-4-yl)pyridin-3-amine FC1=C(C=C2N=CC=NC2=C1)CC1=NC=CC(=C1N)N1C2(CC2)CNCC1